O1CCN(CC1)C=1C(=NON1)C(=O)N 4-morpholino-1,2,5-oxadiazole-3-carboxamide